chloro-7-fluoro-5-(2-methyl-3,4-dihydroquinolin-1(2H)-yl)-[1,2,4]triazolo[4,3-a]quinazoline ClC1=NN=C2N1C1=CC=C(C=C1C(=N2)N2C(CCC1=CC=CC=C21)C)F